FC(C=1C(=C(C=CC1)[C@@H](C)NC1=CN=NC2=CC(=C(C=C12)O[C@@H]1CN(CC1)S(=O)(=O)C)OC)F)F N-((R)-1-(3-(difluoromethyl)-2-fluorophenyl)ethyl)-7-methoxy-6-(((S)-1-(methyl-sulfonyl)pyrrolidin-3-yl)oxy)cinnolin-4-amine